2-(trifluoromethyl)-4-fluorobenzyl bromide FC(C1=C(CBr)C=CC(=C1)F)(F)F